((((((1R,2S,5R)-2-carbamoyl-7-oxo-1,6-diazabicyclo[3.2.1]oct-6-yl) oxy) sulfonyl) oxy) methyl)-2-ethylbutyrate C(N)(=O)[C@H]1N2C(N([C@H](CC1)C2)OS(=O)(=O)OCOC(C(CC)CC)=O)=O